N-((1,2,3,5,6,7-hexahydro-s-indacen-4-yl)carbamoyl)-4-hydroxy-5,6,7,8-tetrahydro-4H-cyclohepta[b]furan-2-sulfonamide C1CCC2=C(C=3CCCC3C=C12)NC(=O)NS(=O)(=O)C1=CC2=C(O1)CCCCC2O